N1=C(C=CC=C1)OC1NCC2C1CNC2 Pyridyloxyl-octahydropyrrolo[3,4-c]pyrrole